N-(2-aminoethyl)methacrylamide hydrochloride Cl.NCCNC(C(=C)C)=O